3-([(3-ACETYLPHENYL)CARBAMOYL]AMINO)PROPANOIC ACID C(C)(=O)C=1C=C(C=CC1)NC(=O)NCCC(=O)O